11-acryloxyundecyl-phosphonic acid C(C=C)(=O)OCCCCCCCCCCCP(O)(O)=O